ClC1=C(C(=O)O)C=CC(=C1F)C(=O)N1CC2=C(CC1)C=1C(=CC(=C(C1OC2=O)C)N2C[C@@H](N(CC2)C)COC)C (R)-2-chloro-3-fluoro-4-(8-(3-(methoxymethyl)-4-methylpiperazin-1-yl)-7,10-dimethyl-5-oxo-2,3,4,5-tetrahydro-1H-chromeno[3,4-c]pyridine-3-carbonyl)benzoic acid